tri-O-acetyl-D-glucose C(C)(=O)O[C@@H](C=O)[C@@H](OC(C)=O)[C@H](OC(C)=O)[C@H](O)CO